4-methoxycarbonylaminophenylboronic acid COC(=O)NC1=CC=C(C=C1)B(O)O